(S)-4-amino-7-fluoro-N-methyl-N-(6-(4-methyl-1H-imidazol-1-yl)-2,3-dihydrobenzofuran-3-yl)imidazo[1,5-a]quinoxaline-8-carboxamide NC=1C=2N(C3=CC(=C(C=C3N1)F)C(=O)N([C@@H]1COC3=C1C=CC(=C3)N3C=NC(=C3)C)C)C=NC2